C(C)(C)N1C=C2N(C3=C1C=C(C=N3)C(F)(F)F)CCNC2 5-isopropyl-3-(trifluoromethyl)-7,8,9,10-tetrahydro-5H-pyrazino[1,2-a]pyrido[3,2-e]pyrazin